5-chloro-2-fluoro-4-((7-methyl-8-oxo-9-(tetrahydro-2H-pyran-4-yl)-8,9-dihydro-7H-purin-2-yl)amino)benzamide ClC=1C(=CC(=C(C(=O)N)C1)F)NC1=NC=C2N(C(N(C2=N1)C1CCOCC1)=O)C